2,7-dimethylbenzo[d]thiazole CC=1SC2=C(N1)C=CC=C2C